CC1(OB(OC1(C)C)/C=C/C(=O)OCC1=CC=CC=C1)C benzyl (2E)-3-(4,4,5,5-tetramethyl-1,3,2-dioxaborolan-2-yl)prop-2-enoate